3-bromoisoquinolin-4-ol BrC=1N=CC2=CC=CC=C2C1O